C(C1=CC=CC=C1)OC([C@H](CC1=NC(=NO1)C1=CC(=CC=C1)[C@@H]1COC=2C(=NC=CC2)O1)NC(=O)OC(C)(C)C)=O.C[Si](OCC(CC)(CO[Si](C)(C)C)CO[Si](C)(C)C)(C)C tris((trimethylsiloxy)methyl)propane benzyl-(S)-2-((tert-butoxycarbonyl)amino)-3-(3-(3-((R)-2,3-dihydro-[1,4]dioxino[2,3-b]pyridin-3-yl)phenyl)-1,2,4-oxadiazol-5-yl)propanoate